OC(=O)C(F)(F)F.NC1=C(C=CC=C1)NC(=O)C1=CC=C2CCN(CC2=C1)C(CNC1C(C1)C1=CC=C(C=C1)F)=O N-(2-aminophenyl)-2-(2-((2-(4-fluorophenyl)cyclopropyl)amino)acetyl)-1,2,3,4-tetrahydroisoquinoline-7-carboxamide TFA salt